N1=C(C=CC=C1)C(C1=CC=C(C=C1)Cl)SC(C1=CC=C(C=C1)Cl)C1=NC=CC=C1 2-pyridyl-(4-chloro)-benzylsulfide